C(C)OP(OCC)(=O)C=1C(=NC=CC1)N P-(2-amino-3-pyridinyl)-phosphonic acid diethyl ester